C(C)(C)(C)OC(=O)N[C@@H](COC1=C(C=2C=C(N=CC2C=C1)C)C(=O)OCC1=CC=CC=C1)CC1=CC=CC=C1 benzyl (R)-6-(2-((tert-butoxycarbonyl) amino)-3-phenylpropoxy)-3-methylisoquinoline-5-carboxylate